Methyl 6-((1-acetylpiperidin-4-yl)amino)-2-(tert-butylthio)pyrimidine-4-carboxylate C(C)(=O)N1CCC(CC1)NC1=CC(=NC(=N1)SC(C)(C)C)C(=O)OC